FC(C(=O)N1[C@H](CN(CC1)C=1C2=C(N=C(N1)C=1C(=NC=CC1)C)CC1(C(N2)=O)CCCC2=CC=CC=C21)CC#N)=C ((2S)-1-(2-Fluoroacryloyl)-4-(2'-(2-methylpyridin-3-yl)-6'-oxo-3,4,5',8'-tetrahydro-2H,6'H-spiro[naphthalene-1,7'-pyrido[3,2-d]pyrimidin]-4'-yl)piperazin-2-yl)acetonitrile